5-[4-chloro-5-(difluoromethyl)pyridin-2-yl]-2-(trifluoromethyl)pyrimidine ClC1=CC(=NC=C1C(F)F)C=1C=NC(=NC1)C(F)(F)F